C(C)(C)(C)OC(=O)NC(C(=O)O)CF 2-((tert-butoxycarbonyl)amino)-3-fluoropropionic acid